2,5-Anhydro-1,3,4-trideoxy-3-methyl-1-({8-methyl-2-[(pyridin-2-yl)methyl]-4,5-dihydro-2H-furo[2,3-g]indazol-7-carbonyl}amino)-D-threo-pentitol C[C@H]1[C@@H](CNC(=O)C2=C(C3=C(CCC4=CN(N=C34)CC3=NC=CC=C3)O2)C)OCC1